CSC1=CC=C(C=C1)[N+](=O)[O-] methyl-(4-nitrophenyl)sulfane